ClC1=CC2=C(NC(=N2)NC(=O)C2CC(CC(C2)C)(C)C)C=C1Cl N-(5,6-Dichloro-1H-1,3-benzodiazol-2-yl)-3,3,5-trimethylcyclohexan-1-carboxamid